FC1=C(OC2=CC=NC3=CC(=C(C=C23)C)I)C=C(C(=C1)[N+](=O)[O-])F 4-(2,5-difluoro-4-nitrophenoxy)-7-iodo-6-methylquinoline